rel-(4R)-6-[4-(difluoromethoxy)-2-methyl-6-(1-methylpyrazol-4-yl)indazol-3-yl]-8-methoxy-4-methyl-3,4-dihydro-2H-isoquinolin-1-one FC(OC=1C2=C(N(N=C2C=C(C1)C=1C=NN(C1)C)C)C=1C=C2[C@H](CNC(C2=C(C1)OC)=O)C)F |o1:22|